C(C)(C)(C)OC(=O)N1C(CC2(CC(C2)(C)O)CC1)C1=CC=C(C=C1)C(=O)OC 2-hydroxy-6-(4-(methoxycarbonyl)phenyl)-2-methyl-7-azaspiro[3.5]nonane-7-carboxylic acid tert-butyl ester